CC1C2C(C3C(C(CC1C3)C2)=C)O 4-methyl-8-methylene-tricyclo[3.3.1.13,7]decan-2-ol